ClC1=C(C=C(CN(S(=O)(=O)C2=CC=CC=C2)C23CC(C2)(C3)C(=O)O)C=C1)F 3-(N-(4-chloro-3-fluorobenzyl)phenylsulfonamido)bicyclo[1.1.1]pentane-1-carboxylic Acid